COC1=CC=C(C=C1)C1=CC2=C(N1C1=CC=C(C=C1)CCCCCCCCCC)C=C(N2C2=CC=C(C=C2)CCCCCCCCCC)C2=CC=C(C=C2)OC 2,5-bis(4-methoxyphenyl)-1,4-bis(4-n-decylphenyl)-1,4-dihydropyrrolo[3,2-b]pyrrole